FC(C(C(C(CC)(F)F)(F)F)(F)F)(F)F 1,1,1,2,2,3,3,4,4-Nonafluorohexane